COC1=CC=C(C=C1)C1(C=CC2=C(O1)C=C(C1=CC=CC=C12)N1CCOCC1)C1=CC=C(C=C1)OC 3,3-bis(4-methoxyphenyl)-6-morpholino-3H-naphtho[2,1-b]pyran